C(CCCCC)C(CC(C(=O)O)CCC(CCCCCC)OC(=O)OC1=CC=C(C=C1)[N+](=O)[O-])CCCCCCCC 2-hexyldecyl-5-(((4-nitrophenoxy)carbonyl)oxy)undecanoic acid